C(CCCC)C(CCCOC(CCCCCCCN(CCCCCCCC(=O)OCCCC(CCCCC)CCCCC)CCCNC(=O)OC(C)(C)C)=O)CCCCC bis(4-pentylnonyl)-8,8'-((3-((tert-butoxycarbonyl)amino)propyl) azanediyl)dioctanoate